7-hydroxy-N-(5-nitrothiazol-2-yl)quinoline-4-carboxamide OC1=CC=C2C(=CC=NC2=C1)C(=O)NC=1SC(=CN1)[N+](=O)[O-]